COC(=O)[C@H]1[C@@H](C1)C(=O)C1=CC2=C(S1)C=C(C(=C2)Br)OC trans-2-(5-bromo-6-methoxybenzo[b]thiophene-2-carbonyl)cyclopropane-1-carboxylic acid methyl ester